(R)-8-(5-bromo-1H-imidazo[4,5-b]pyrazin-2-yl)-N-((R)-1-(4-methoxyphenyl)ethyl)-8-azaspiro[4.5]decan-1-amine BrC=1N=C2C(=NC1)NC(=N2)N2CCC1(CCC[C@H]1N[C@H](C)C1=CC=C(C=C1)OC)CC2